4,4'-diselenodibutyric acid C(CCC[Se][Se]CCCC(=O)O)(=O)O